tert-butyl 5-((7-bromo-6-(2-cyanoethyl)-8-fluoro-2-(((S)-1-methylpyrrolidin-2-yl)methoxy)quinolin-4-yl)amino)-2-azabicyclo[2.1.1]hexane-2-carboxylate BrC1=C(C=C2C(=CC(=NC2=C1F)OC[C@H]1N(CCC1)C)NC1C2CN(C1C2)C(=O)OC(C)(C)C)CCC#N